tert-Butyl 7-(2,5-difluoro-3-hydroxyphenyl)-2-azaspiro[3.5]nonane-2-carboxylate FC1=C(C=C(C=C1O)F)C1CCC2(CN(C2)C(=O)OC(C)(C)C)CC1